2'-Methoxy-3'-(3-methoxypropoxy)-10'-oxo-5',10'-dihydrospiro[Cyclobutan-1,6'-pyrido[1,2-h][1,7]naphthyridin] COC1=NC=2C=3N(C4(CC2C=C1OCCCOC)CCC4)C=CC(C3)=O